FC1=NC=CC=C1C=1C=C2C(=NN(C2=CC1)C(C1=CC=CC=C1)(C1=CC=CC=C1)C1=CC=CC=C1)NC(=O)C1CCN(CC1)C N-[5-(2-fluoropyridin-3-yl)-1-trityl-1H-indazol-3-yl]-1-methylpiperidine-4-carboxamide